FC1=CC=C(C=C1)C1=CC=C(C=C1)C=1N=C(SC1)CCC(=O)OCC ethyl 3-(4-(4'-fluorobiphenyl-4-yl)thiazol-2-yl)propanoate